C(C)(C)(C)OC(=O)N1CC=2C(=NN3C2C=NC=C3)C=C1 pyrido[4',3':3,4]Pyrazolo[1,5-a]Pyrazine-2(1H)-carboxylic acid tert-butyl ester